NC=1C(=CC(=C(C1)C=1C(N(C2=CC(=NC=C2C1)Cl)CC(F)(F)F)=O)F)F 3-(5-amino-2,4-difluorophenyl)-7-chloro-1-(2,2,2-trifluoroethyl)-1,6-naphthyridin-2(1H)-one